N-(4-Chloro-3-(trifluoromethyl)phenyl)-8-fluoro-3,4-dihydroisoquinoline ClC1=C(C=C(C=C1)N1CC2=C(C=CC=C2CC1)F)C(F)(F)F